3-[2-[2-methyl-4-(3-methyl-3-phenyl-pyrrolidin-1-yl)-6-oxo-1-pyridyl]ethyl]-1,3,7-triazaspiro[4.4]nonan-2-one CC=1N(C(C=C(C1)N1CC(CC1)(C1=CC=CC=C1)C)=O)CCN1C(NC2(C1)CNCC2)=O